C(#N)[C@H](C)NC(C1=CC=C(C=C1)C1=NC(=NC=C1C)NC=1C=NN(C1)C1CCC(CC1)OC)=O (S)-N-(1-cyanoethyl)-4-(2-((1-(4-methoxycyclohexyl)-1H-pyrazol-4-yl)amino)-5-methylpyrimidin-4-yl)benzamide